(R)-4-{(R)-1-[7-(3,4,5-trimethoxy-phenyl)-[1,6]naphthyridin-5-yloxy]-ethyl}pyrrolidine-2-one COC=1C=C(C=C(C1OC)OC)C1=NC(=C2C=CC=NC2=C1)O[C@H](C)[C@@H]1CC(NC1)=O